(5RS,7RS)-2-{[3-Fluoro-2-(trifluoromethyl)pyridin-4-yl]methyl}-7-methyl-3-oxo-2,3,5,6,7,8-hexahydro[1,2,4]triazolo[4,3-a]pyridine-5-carboxylate FC=1C(=NC=CC1CN1N=C2N([C@H](C[C@H](C2)C)C(=O)[O-])C1=O)C(F)(F)F |r|